3-iodo-1H-pyrazol IC1=NNC=C1